(E)-4-[4-(3-chloro-10,11-dihydro-5H-dibenzo[b,f]azepin-5-yl)butylamino]-N-ethoxy-but-2-enamide ClC=1C=CC2=C(N(C3=C(CC2)C=CC=C3)CCCCNC/C=C/C(=O)NOCC)C1